(S,E)-1-Amino-2-(1-(2-cyano-3-cyclopropylacryloyl)piperidin-2-yl)-4-(4-((4-ethylpyridin-2-yl)carbamoyl)phenyl)-1H-imidazol-5-carboxamid NN1C(=NC(=C1C(=O)N)C1=CC=C(C=C1)C(NC1=NC=CC(=C1)CC)=O)[C@H]1N(CCCC1)C(\C(=C\C1CC1)\C#N)=O